C(C)(C)(C)OC(COCCOCCC(=O)S(=O)(=O)C1=CC=C(C)C=C1)=O 2-(2-(2-(tosylcarbonyl)ethoxy)ethoxy)acetic acid Tert-butyl ester